FC1=C(C=CC=C1CC=1C(OC2=CC(=CC=C2C1C)OC1=NC=CC=C1F)=O)CS(=O)(=O)NC 1-[2-fluoro-3-[[7-[(3-fluoro-2-pyridyl)oxy]-4-methyl-2-oxo-chromen-3-yl]methyl]phenyl]-N-methyl-methanesulfonamide